N-(3-chloro-5-(methylsulfonyl)phenyl)-1-(5-fluoro-3-(oxazol-5-ylmethoxy)pyridin-2-yl)-1H-pyrazole-4-carboxamide ClC=1C=C(C=C(C1)S(=O)(=O)C)NC(=O)C=1C=NN(C1)C1=NC=C(C=C1OCC1=CN=CO1)F